Methyl (E)-3-(1-ethyl-4-methyl-1H-benzo[d][1,2,3]triazol-5-yl)acrylate C(C)N1N=NC2=C1C=CC(=C2C)/C=C/C(=O)OC